Methyl 3-((4-((2-amino-4-phenylthiazol-5-yl)oxy)pyridin-2-yl)amino)benzoate (Methyl 3-((4-((2-amino-4-phenylthiazol-5-yl)oxy)pyridin-2-yl)amino)benzoate) CC1=C(C(=O)O)C=CC=C1NC1=NC=CC(=C1)OC1=C(N=C(S1)N)C1=CC=CC=C1.NC=1SC(=C(N1)C1=CC=CC=C1)OC1=CC(=NC=C1)NC=1C=C(C(=O)OC)C=CC1